ONC(C1=CC=C(C=C1)OC1=CC=C(C=C1)N(C1=NC(=NC2=CC=CC=C12)C)C)=O N-hydroxy-4-(4-(methyl-(2-methyl-4-quinazolinyl)amino)phenoxy)benzamide